(14S)-1-naphthoate C1(=CC=CC2=CC=CC=C12)C(=O)[O-]